[4-(5-hydroxypent-1-ynyl)-5-methoxy-3-methyl-2-oxo-benzimidazol-1-yl]Piperazine OCCCC#CC1=C(C=CC=2N(C(N(C21)C)=O)N2CCNCC2)OC